(2r,5s)-5-[2-(4-chloro-3-fluorophenoxy)acetamido]-2-[5-(trifluoromethyl)-2,3-dihydro-1H-isoindole-2-carbonyl]piperidine-1-carboxylic acid tert-butyl ester C(C)(C)(C)OC(=O)N1[C@H](CC[C@@H](C1)NC(COC1=CC(=C(C=C1)Cl)F)=O)C(=O)N1CC2=CC=C(C=C2C1)C(F)(F)F